4-[4-ethylsulfonyl-2-[2-oxo-5-[2-(4-piperidyl)ethyl]pyrazin-1-yl]phenyl]-6-methyl-1H-pyrrolo[2,3-c]pyridin-7-one C(C)S(=O)(=O)C1=CC(=C(C=C1)C=1C2=C(C(N(C1)C)=O)NC=C2)N2C(C=NC(=C2)CCC2CCNCC2)=O